C(C)C1=CC=C(C=C1)CCC(CO)CO 2-[2-(4-ethylphenyl)ethyl]-1,3-propanediol